ClC=1C=C(CNCCCCOCCNC2=NC3=C(C4=CN=CC=C24)C=CC(=C3)C(=O)N)C=C(C1)C(C)(C)C#N 5-((2-(4-((3-chloro-5-(2-cyanopropan-2-yl)benzyl)amino)butoxy)ethyl)amino)benzo[c][2,6]naphthyridine-8-carboxamide